[IH2+].CN1CC=C(C=C1)C1=CC=CC=C1 1-methyl-4-phenylpyridine iodonium salt